BrCC1=CN(C2=CC=CC=C12)CC1=CC=NC=C1 3-(bromomethyl)-1-(pyridin-4-ylmethyl)-1H-indole